CC(C)([Si](OCCOCCOCC=O)(C)C)C 2,2,3,3-tetramethyl-4,7,10-trioxa-3-siladodecan-12-al